FC1=C(C=CC=C1)N1C(CN=CC2=C1C=CC=C2)=S 2-fluorophenyl-1,3-dihydro-1,4-benzodiazepine-2-thione